CN1[C@H](CCC1)[C@@H](C)C1=NC(=NC=C1)N ((R)-1-((2R)-1-methylpyrrolidin-2-yl)ethyl)pyrimidin-2-amine